N1CCC(CC1)C(=O)C1=CC=NC=C1 piperidin-4-yl-(pyridine-4-yl)methanone